ClC1=CC=C(C=C1)CN1C([C@H](CSC2=C1C=C(C=C2)C(=O)NN)NC(OC(C)(C)C)=O)=O tert-Butyl N-[(3R)-5-[(4-chlorophenyl)methyl]-7-(hydrazinecarbonyl)-4-oxo-2,3-dihydro-1,5-benzothiazepin-3-yl]carbamate